ClC1=NC(=NC(=C1)Cl)N1N=CC(=C1)F 4,6-dichloro-2-(4-fluoro-1H-pyrazol-1-yl)pyrimidine